N1C=NC=C1C1=CN=C2C(N(C(=NN21)C2=NN(C=C2)C)C(C)C)=O 7-(1H-Imidazol-5-yl)-3-isopropyl-2-(1-methyl-1H-pyrazol-3-yl)imidazo[2,1-f][1,2,4]triazin-4(3H)-one